4-(propanamido)benzamide C(CC)(=O)NC1=CC=C(C(=O)N)C=C1